C(C)(C)C1=C(NC2=CC=C(C=C12)CCC1CN(C1)CC(C)(O)C)C=1C=C(C=2N(C1)N=CN2)OC 1-(3-(2-(3-isopropyl-2-(8-methoxy-[1,2,4]triazolo[1,5-a]pyridin-6-yl)-1H-indol-5-yl)ethyl)azetidin-1-yl)-2-methylpropan-2-ol